Cl.C([O-])(O)=O.[Na+] sodium bicarbonate-HCl